C(C)(=O)C=1C=C(C=C2C(N(C(=NC12)C1=NC=CC=C1)C)=O)C 8-acetyl-3,6-dimethyl-2-(pyridin-2-yl)quinazolin-4(3H)-one